3-Methyl-5-(N-benzyl-N-phenylethylsulfamoyl)benzofuran-2-carboxylic acid CC1=C(OC2=C1C=C(C=C2)S(N(CCC2=CC=CC=C2)CC2=CC=CC=C2)(=O)=O)C(=O)O